C(C=C)N(C(C(C)(C)OC1=CC=C(C=C1)F)=O)C1=CC=C(C=C1)C1=CC=C(C=C1)COC N-allyl-2-(4-fluorophenoxy)-N-(4'-(methoxymethyl)-[1,1'-biphenyl]-4-yl)-2-methylpropanamide